Benzyl (1-hydroxy-1,3-dihydrobenzo[c][1,2]oxaborole-6-carbonyl)-L-valinate OB1OCC2=C1C=C(C=C2)C(=O)N[C@@H](C(C)C)C(=O)OCC2=CC=CC=C2